FC1(CCN(CC1)C(C)C)C1=NC2=CC=C(C=C2C(N1)=O)C=1C=C(C=2N(C1)C=C(N2)C)F 2-(4-Fluoro-1-isopropylpiperidine-4-yl)-6-(8-fluoro-2-methylimidazo[1,2-a]pyridin-6-yl)quinazoline-4(3H)-one